OC(C(=O)[O-])CCCCCCCCCCCCC.[Ca+2].OC(C(=O)[O-])CCCCCCCCCCCCC calcium hydroxypentadecanoate